CNC1=C(C=CC(=C1)N(CCC)CCC)C1(OC(=O)C2=CC=CN=C12)C1=C(N(C2=CC=CC=C12)CC)C 3-(2-methylamino-4-di-n-propylamino-phenyl)-3-(1-ethyl-2-methylindol-3-yl)-4-azaphthalide